(R)-3-methyl-diphenyl-1,4,5,7-tetrahydro-6H-pyrazolo[3,4-b]pyridin-6-one CC1=NN(C=2N(C(CCC21)=O)C2=CC=CC=C2)C2=CC=CC=C2